1-ethylamino-4,4'-bipyridine C(C)NN1CC=C(C=C1)C1=CC=NC=C1